2-acetyl-1-methyl-1,5,6,7-tetrahydro-4H-imidazo[4,5-c]pyridin-4-one C(C)(=O)C=1N(C2=C(C(NCC2)=O)N1)C